BrC=1C(=C2C(=CC1)C(N(C[C@]21[C@H](C1)F)CC(=O)NC1=NC=C(C=N1)C(F)(F)F)=O)F 2-[(2's,4r)-6-bromo-2',5-difluoro-1-oxospiro[3H-isoquinoline-4,1'-cyclopropan]-2-yl]-N-[5-(trifluoromethyl)pyrimidin-2-yl]acetamide